BrCC(=O)C1=CC=C(C=C1)C 2-bromo-4'-methylacetophenone